NCCC(C(=O)[O-])CC(=O)[O-] Aminoethylsuccinate